chlorocyclopropylurea ClN(C(=O)N)C1CC1